ClC1=NC=C2C=C(N=C(C2=C1)N1CC2(C1)CCC2)C2=C(C(=CC(=C2Cl)OC)OC)Cl 7-chloro-3-(2,6-dichloro-3,5-dimethoxyphenyl)-1-(2-azaspiro[3.3]hept-2-yl)-2,6-naphthyridine